(3-(4-chloro-1,3-dimethyl-1H-pyrazol-5-yl)bicyclo[1.1.1]pentan-1-yl)(3-chloro-2,4-dimethyl-5,7-dihydro-6H-pyrrolo[3,4-b]pyridin-6-yl)methanone ClC=1C(=NN(C1C12CC(C1)(C2)C(=O)N2CC1=NC(=C(C(=C1C2)C)Cl)C)C)C